2-(Cyclopropylethynyl)pyridin-4-amine C1(CC1)C#CC1=NC=CC(=C1)N